(2S)-2-[[2-(3-chloro-4-methylsulfonyl-anilino)-5-(1H-tetrazol-5-yl)pyrimidin-4-yl]amino]-2-phenyl-ethanol ClC=1C=C(NC2=NC=C(C(=N2)N[C@H](CO)C2=CC=CC=C2)C2=NN=NN2)C=CC1S(=O)(=O)C